C(C1=CC=CC=C1)OC1=C(C=C(C=C1C)NC(CN(C)C)=O)C N-(4-(Benzyloxy)-3,5-dimethylphenyl)-2-(dimethylamino)acetamide